CN1N=CC(=C1)OC1CCCCC1 4-[(1-methyl-1H-pyrazol-4-yl)oxy]cyclohexane